N1(CCNCC1)C1=NC=CC=N1 (piperazin-1-yl)pyrimidin